N-(4-((6-((2-oxaspiro[3.3]heptan-6-yl)oxy)-2-(1,1-difluoroethyl)pyrimidin-4-yl)amino)-5-ethoxypyridin-2-yl)acetamide C1OCC12CC(C2)OC2=CC(=NC(=N2)C(C)(F)F)NC2=CC(=NC=C2OCC)NC(C)=O